3,4-Dimethoxy-N-[6-(4-Methoxyphenoxy)-1,3-Dimethyl-2-Oxo-2,3-Dihydro-1h-Benzimidazol-5-Yl]benzenesulfonamide COC=1C=C(C=CC1OC)S(=O)(=O)NC1=CC2=C(N(C(N2C)=O)C)C=C1OC1=CC=C(C=C1)OC